1-cyclobutyl-N-Methylmethylamine hydrochloride Cl.C1(CCC1)CNC